COC1=C2C(=NC=C1)NC(=C2C2=CC=C1CCN(C1=C2)C(C=C)=O)C2=CC=C(C=C2)OCCN2CCCC2 1-(6-(4-methoxy-2-(4-(2-(pyrrolidin-1-yl)ethoxy)phenyl)-1H-pyrrolo[2,3-b]pyridin-3-yl)indolin-1-yl)prop-2-en-1-one